CC1=NC2=C(N1C1=C3C(=NC=C1)N(C=C3)S(=O)(=O)C3=CC=CC=C3)C=C(C=C2)C#CC2(CCCCC2)O 1-((2-methyl-1-(1-(benzenesulfonyl)-1H-pyrrolo[2,3-b]Pyridin-4-yl)-1H-benzo[d]Imidazol-6-yl)ethynyl)cyclohexan-1-ol